BrCC1=C(C=CC=C1)CC 1-(Bromomethyl)-2-ethylbenzene